OC1=C(C=C(C(=O)CC=O)C=C1OC)OC (4-hydroxy-3,5-dimethoxybenzoyl)acetaldehyde